CN1N=CC2=C(C=CC=C12)S(=O)(=O)N1CCN(CC1)C(CNC(OC(C)(C)C)=O)=O tert-butyl (2-(4-((1-methyl-1H-indazol-4-yl)sulfonyl)piperazin-1-yl)-2-oxoethyl)carbamate